Methyl 2-[1-(oxan-2-yl) pyrazol-4-yl]acetate O1C(CCCC1)N1N=CC(=C1)CC(=O)OC